C(C=C)(=O)OCCCCCCCCOC(C=C)=O octylene glycol diacrylate